C(C=C)(=O)O.C(C=C)#N acrylonitrile acrylate